FC(C(=O)N1CC2=C(N=C(NC2=O)C2(CC2)C2=CC=CC=C2)CC1)C1=CC=CC=C1 6-(2-fluoro-2-phenylacetyl)-2-(1-phenylcyclopropyl)-5,6,7,8-tetrahydropyrido[4,3-d]pyrimidin-4(3H)-one